CN(CCCC(C(=CC)C)(C(=CC)C)O)C 4-(3'-dimethylaminopropyl)-3,5-dimethyl-hept-2,5-dien-4-ol